1-(2-chloroethyl)piperidine-4-carbonitrile ClCCN1CCC(CC1)C#N